7-bromothieno[3,2-b]pyridine-3-carbaldehyde BrC1=C2C(=NC=C1)C(=CS2)C=O